(2,2,2-trifluoroethyl) [(2-fluorophenyl)methyl] sulfide FC1=C(C=CC=C1)CSCC(F)(F)F